oct-3-ene-2-carbonitrile CC(C=CCCCC)C#N